5-bromo-1-methyl-1,2-dihydro-3H-pyrazolo[4,3-b]pyridin-3-one BrC1=CC=C2C(=N1)C(NN2C)=O